NC(=O)NC=1SC(=CC1C(=O)N)C1=CC=C(C=C1)C(C)N1CCCCC1 2-[(aminocarbonyl)amino]-5-[4-(1-piperidin-1-ylethyl)phenyl]thiophene-3-carboxamide